OC(C)(C)C1=CC=CC(=N1)CN1N(NC2=C1N=CN=C2)N 6-(1-hydroxy-1-methylethyl)pyridine-2-ylmethyl-3H-[1,2,3]triazolo[4,5-d]pyrimidin-2-amine